zinc N,N'-ethylenebis(dithiocarbamate) C(CNC([S-])=S)NC([S-])=S.[Zn+2]